ClC=1C(N(C(=CC1OCC1=NC=C(C=C1)Cl)C)C1=CC(=NC=C1C)N1C(C(=CC=C1)C(C)(C)O)=O)=O 3''-chloro-4''-((5-chloropyridin-2-yl)methoxy)-3-(2-hydroxypropan-2-yl)-5',6''-dimethyl-2H,2''H-[1,2':4',1''-terpyridine]-2,2''-dione